NCC1=CC(=CNC1=O)[C@H]1CN(CCC1(F)F)[C@H](C(=O)NC1=NC=C(N=C1)OC1=CC=C(C=C1)F)C (S)-2-((S)-3-(5-(aminomethyl)-6-oxo-1,6-dihydropyridin-3-yl)-4,4-difluoropiperidin-1-yl)-N-(5-(4-fluorophenoxy)pyrazin-2-yl)propionamide